COC(=O)C=1C(=C(C2=CC=CC=C2C1)C1=CC=CC2=CC=CC=C12)C(=O)OC dimethoxycarbonyl-1,1'-binaphthyl